2-[6-[(4aS,8aR)-6-isopropyl-3,4a,5,7,8,8a-hexahydro-2H-pyrido[4,3-b][1,4]oxazin-4-yl]pyridazin-3-yl]-3-ethyl-phenol C(C)(C)N1C[C@H]2[C@H](OCCN2C2=CC=C(N=N2)C2=C(C=CC=C2CC)O)CC1